Ethyl (E)-4-{[4-(3-chloro-10,11-dihydro-5H-dibenzo[b,f]azepin-5-yl)butyl]-methyl-amino}but-2-enoate ClC=1C=CC2=C(N(C3=C(CC2)C=CC=C3)CCCCN(C/C=C/C(=O)OCC)C)C1